benzylquinolinium chloride salt [Cl-].C(C1=CC=CC=C1)[N+]1=CC=CC2=CC=CC=C12